FC=1C=CC2=C(C(=NO2)N2C(C3=CC(=C(C=C3C(=C2)C(=O)N2CCCCC2)OC)OC)=O)C1 2-(5-fluorobenzo[d]isoxazol-3-yl)-6,7-dimethoxy-4-(piperidine-1-carbonyl)isoquinolin-1(2H)-one